2-[4-(6-{4-[(2R,6S)-2,6-dimethylmorpholin-4-carbonyl]phenyl}furo[3,2-d]pyrimidin-4-yl)pyridin-2-yl]propan-2-ol C[C@@H]1CN(C[C@@H](O1)C)C(=O)C1=CC=C(C=C1)C1=CC=2N=CN=C(C2O1)C1=CC(=NC=C1)C(C)(C)O